5-(5-amino-1H-pyrazol-3-yl)thiophene-3-carbonitrile NC1=CC(=NN1)C1=CC(=CS1)C#N